2,2'-dimethylbiphenyl CC1=C(C=CC=C1)C1=C(C=CC=C1)C